C12(CC3CC(CC(C1)C3)C2)NC(C(C2CCN(CC2)CC)N(C(CCCCCCCCCCCCCCC)=O)C(CCCCCCCC)CCCCCCCC)=O N-(2-(((1s,3s)-adamantan-1-yl)amino)-1-(1-ethylpiperidin-4-yl)-2-oxoethyl)-N-(heptadecan-9-yl)palmitamide